(pyrido[3,4-d]pyrimidin-4-yl)-2,8-diazaspiro[4.5]decane N1=CN=C(C2=C1C=NC=C2)C2NCCC21CCNCC1